N-(1-cyanocyclopropyl)-3-(5-hydroxy-5,6-dihydro-4H-pyrrolo[1,2-b]pyrazol-2-yl)-8-(4-isobutyrylpiperazin-1-yl)imidazo[1,2-a]pyridine-6-sulfonamide C(#N)C1(CC1)NS(=O)(=O)C=1C=C(C=2N(C1)C(=CN2)C=2C=C1N(N2)CC(C1)O)N1CCN(CC1)C(C(C)C)=O